NC1=NC2=C(C=N1)NC(=N2)N diaminoimidazolopyrimidine